BrC=1C=C(C=NC1)C[C@@H](C(=O)OC)NC(=O)OC(C)(C)C methyl (S)-3-(5-bromopyridin-3-yl)-2-((tert-butoxycarbonyl)amino)propanoate